(R)-7-chloro-1-(2-methylthiophene-3-yl)-1,2,3,4-tetrahydroisoquinoline ClC1=CC=C2CCN[C@H](C2=C1)C1=C(SC=C1)C